5-[({[3-(trifluoromethyl)phenyl]methyl}sulfamoyl)amino]-1,3-thiazole-4-carboxylic acid FC(C=1C=C(C=CC1)CNS(=O)(=O)NC1=C(N=CS1)C(=O)O)(F)F